hydroxyl-succinimide propionate C(CC)(=O)O.OC1C(=O)NC(C1)=O